CN1C(CCC1)CNC(=O)C1=NC=CN=C1 N-((1-Methylpyrrolidin-2-yl)methyl)pyrazine-2-carboxamide